N-Hydroxy-2-(2-(2-(2-methoxypyrimidin-5-yl)-4-morpholinothieno[3,2-d]pyrimidin-6-yl)propan-2-ylamino)pyrimidine-5-carboxamide ONC(=O)C=1C=NC(=NC1)NC(C)(C)C1=CC=2N=C(N=C(C2S1)N1CCOCC1)C=1C=NC(=NC1)OC